NC=1N=C(SC1C(=O)C=1C=NC=CC1)N(C1=CC(=C(C=C1)F)F)C(C(=O)N)C (N-[4-amino-5-(pyridine-3-carbonyl)thiazol-2-yl]-3,4-difluoro-anilino)propanamide